1-(4-(((1R,2S,5R)-5-(Isopropyl(methyl)amino)-2-((S)-2-oxo-3-((6-(trifluoromethyl)quinazolin-4-yl)amino)pyrrolidin-1-yl)cyclohexyl)carbamoyl)cyclohexyl)piperidine C(C)(C)N([C@@H]1CC[C@@H]([C@@H](C1)NC(=O)C1CCC(CC1)N1CCCCC1)N1C([C@H](CC1)NC1=NC=NC2=CC=C(C=C12)C(F)(F)F)=O)C